C1(CCC1)C1=CC=C(C=C1)N1N=C2C(C(NC[C@H]3C2=C1CCN3C(=O)OC(C)(C)C)=O)=[N+]=[N-] |o1:17| tert-butyl (R or S)-2-(4-cyclobutylphenyl)-9-diazo-8-oxo-2,3,4,5a,6,7,8,9-octahydro-5H-1,2,5,7-tetraazabenzo[cd]azulene-5-carboxylate